3-Methyl 2-(2-(trimethylsilyl)ethyl) (1R,3R,4R,5R,6S)-5,6-dihydroxy-2-azabicyclo[2.2.1]heptane-2,3-dicarboxylate O[C@@H]1[C@H]2[C@@H](N([C@@H]([C@@H]1O)C2)C(=O)OCC[Si](C)(C)C)C(=O)OC